C1(=CC=CC=C1)C1=NN=NC(=C1)C1=CC=CC=C1 4,6-diphenyl-triazine